(1S,3R,4S)-2-[(2R)-2-(3-chloro-2-methyl-anilino)propanoyl]-N-[(1S)-1-cyano-2-[(3R)-2-oxo-3-piperidyl]ethyl]-5,5-difluoro-2-azabicyclo[2.2.2]octane-3-carboxamide ClC=1C(=C(N[C@@H](C(=O)N2[C@@H]3CC([C@H]([C@@H]2C(=O)N[C@@H](C[C@@H]2C(NCCC2)=O)C#N)CC3)(F)F)C)C=CC1)C